2-((4-((1-methylpyrrolidin-3-yl)amino)phenyl)amino)quinazolin CN1CC(CC1)NC1=CC=C(C=C1)NC1=NC2=CC=CC=C2C=N1